2,2,5,5-tetramethyl-[1,2,5]azadisilolidine C[Si]1(N[Si](CC1)(C)C)C